NC1=NC(=C(C=C1C=1C=C2CCNC(C2=CN1)=O)C1=CC=C(C=C1)N1CCN(CC1)C(C)C)F 6-(2-amino-6-fluoro-5-(4-(4-isopropylpiperazin-1-yl)phenyl)pyridin-3-yl)-3,4-dihydro-2,7-naphthyridin-1(2H)-one